7-[1-(26-amino-3,6,9,12,15,18,21,24-octaoxahexacosan-1-yl)hexahydropyridin-4-yl]-2-butyl-1-{[1-(2-methoxyethyl)hexahydropyridin-4-yl]methyl}thieno[3,2-b]imidazo[4,5-d]pyridine-4-amine NCCOCCOCCOCCOCCOCCOCCOCCOCCN1CCC(CC1)C1=CC2=NC(=C3C(=C2S1)N(C(=N3)CCCC)CC3CCN(CC3)CCOC)N